4-oxa-1-azatricyclo[7.3.1.05,13]tridecane-5(13),6,8,11-tetraen-10-one N12CCOC=3C=CC=C(C(C=C1)=O)C23